BrC=1C=C(C=CC1CO)S(=O)(=O)N 3-bromo-4-(hydroxymethyl)benzenesulfonamide